NC1CCC2=C(N(C1=O)C)C=C(C=C2)Br 3-amino-8-bromo-1-methyl-1,3,4,5-tetrahydro-2H-benzo[b]azepin-2-one